C12C=CC(C(C1)CN)C2 5-norbornene-methylamine